3-(1-methylcyclopropyl)propiolic acid CC1(CC1)C#CC(=O)O